(1s,4s)-4-(8-(3-chloro-2,6-difluorophenylamino)-2-((1r,3r)-3-hydroxycyclobutylamino)-9H-purin-9-yl)cyclohexanecarboxamide ClC=1C(=C(C(=CC1)F)NC=1N(C2=NC(=NC=C2N1)NC1CC(C1)O)C1CCC(CC1)C(=O)N)F